C(C)OC(=O)C1=C(N=C(S1)NC1=NC(=CC(=N1)C1=CC=C(C=C1)C(N(CCC)CC1CC1)=O)N1CCC(CC1)O)C 2-[4-[4-(N-Cyclopropylmethyl-N-propylcarbamoyl)-phenyl]-6-(4-hydroxy-piperidin-1-yl)-pyrimidin-2-ylamino]-4-methyl-5-thiazolecarboxylic acid ethyl ester